6-chloro-2-(methylamino)nicotinic acid methyl ester COC(C1=C(N=C(C=C1)Cl)NC)=O